ClC1=C(C=CC=C1)CC(=O)NC1=CC(=NC=C1)N(C(C)=O)C1=CC=C(C=C1)F N-{4-[2-(2-chlorophenyl)acetamido]pyridin-2-yl}-N-(4-fluorophenyl)acetamide